4,4'-p-hydroxyazobenzene OC1(CC=CC=C1)N=NC1=CC=CC=C1